C1(CC1)C1=NNC(=C1)NC1=CC2=C(C(=NO2)N(S(=O)(=O)C2=C(C=C(C=C2OC)C2=NC=C(C=N2)N2CCN(CC2)C)OC)CC2=CC=C(C=C2)OC)C=C1OC N-{6-[(3-cyclopropyl-1H-pyrazol-5-yl)amino]-5-methoxy-1,2-benzoxazol-3-yl}-2,6-dimethoxy-N-[(4-methoxyphenyl)methyl]-4-[5-(4-methylpiperazin-1-yl)pyrimidin-2-yl]benzene-1-sulfonamide